FC=1C(=C(C=CC1F)[C@H]1C(O[C@](C1)(C(F)(F)F)C)C(=O)NC1=C[C@H]([N+](C=C1)=O)C(=O)N)OC (2S,3S,5R)-4-[[3-(3,4-difluoro-2-methoxy-phenyl)-5-methyl-5-(trifluoromethyl)tetrahydrofuran-2-carbonyl]amino]-1-oxo-pyridin-1-ium-2-carboxamide